(R)-N-(3-(N-(tert-butyl)sulfamoyl)phenyl)-2-(6-azaspiro[2.5]octan-6-yl)-6-(1,1,1-trifluoro-2-hydroxypropan-2-yl)nicotinamide C(C)(C)(C)NS(=O)(=O)C=1C=C(C=CC1)NC(C1=C(N=C(C=C1)[C@@](C(F)(F)F)(C)O)N1CCC2(CC2)CC1)=O